1-(5-(((6-(piperidin-4-yl)pyridin-2-yl)oxy)methyl)thiophen-3-yl)ethan-1-one bismuth indium-tin-lead [Pb].[Sn].[In].[Bi].N1CCC(CC1)C1=CC=CC(=N1)OCC1=CC(=CS1)C(C)=O